2,4,6-tris(4-hydroxyphenyl)-s-triazine OC1=CC=C(C=C1)C1=NC(=NC(=N1)C1=CC=C(C=C1)O)C1=CC=C(C=C1)O